CC=1C=CC=2N(C3=CC=C(C=C3C2C1)C)C1=CC=C(C=C1)C=1C(=C(C=CC1)C1=C(C(=CC=C1)C#N)C1=CC=CC=C1)C1=CC=C(C=C1)N1C2=CC=C(C=C2C=2C=C(C=CC12)C)C bis(4-(3,6-dimethyl-9H-carbazol-9-yl)phenyl)-[1,1':2',1''-terphenyl]-3'-carbonitrile